N-(4-(4-(3-(5-((7-oxa-2-azaspiro[3.5]nonan-2-yl)methyl)-6-methoxypyridin-2-yl)-2-chlorophenyl)-3-chloropyridin-2-yl)-2-methoxybenzyl)tetrahydro-2H-pyran-4-amine C1N(CC12CCOCC2)CC=2C=CC(=NC2OC)C=2C(=C(C=CC2)C2=C(C(=NC=C2)C2=CC(=C(CNC1CCOCC1)C=C2)OC)Cl)Cl